1-(heptadecan-9-yl) 8-(3-hydroxy-2-(((8-oxo-8-(pentadecan-7-yloxy) octanoyl) oxy) methyl) propyl) octanedioate C(CCCCCCC(=O)OCC(CO)COC(CCCCCCC(OC(CCCCCC)CCCCCCCC)=O)=O)(=O)OC(CCCCCCCC)CCCCCCCC